The molecule is an acetate ester obtained from the formal condensation of acetic acid with the hydroxy group at position 1 of 6-pentadecylbenzene-1,2,4-triol. Isolated from the dried fruits of Ardisia colorata, it exhibits scavenging activity towards DPPH radicals and cytotoxicity against murine breast cancer cell line, FM3A. It has a role as a metabolite, an antineoplastic agent and a radical scavenger. It is a member of resorcinols and an acetate ester. It derives from a 6-pentadecylbenzene-1,2,4-triol. CCCCCCCCCCCCCCCC1=C(C(=CC(=C1)O)O)OC(=O)C